C1(CC1)C=1N=CN(C1)C=1C(=CC(=C(C1)NC(C1=NC(=CC=C1)C1=NN=CN1CC1COC1)=O)F)C N-(5-(4-cyclopropyl-1H-imidazol-1-yl)-2-fluoro-4-methylphenyl)-6-(4-(oxetan-3-ylmethyl)-4H-1,2,4-triazol-3-yl)picolinamide